N-(4-((R)-2-(4-chloro-2,5-difluorophenyl)propyl)-6-(((R)-1-hydroxy-4-methylpent-2-yl)amino)-1,3,5-triazin-2-yl)methanesulfonamide ClC1=CC(=C(C=C1F)[C@@H](CC1=NC(=NC(=N1)N[C@@H](CO)CC(C)C)NS(=O)(=O)C)C)F